CN(C=1SC(=C(N1)C1=CC=CC=C1)OC1=CC(=NC=C1)NC1=CC=C(C(=O)O)C=C1)C 4-((4-((2-(Dimethylamino)-4-phenylthiazol-5-yl)oxy)pyridin-2-yl)amino)benzoic acid